5-((S)-5-methyl-3,4,5,6-tetrahydropyridin-2-yl)-2-(1,2,2-trimethylpiperidin-4-yl)benzo[d]thiazole C[C@H]1CCC(=NC1)C=1C=CC2=C(N=C(S2)C2CC(N(CC2)C)(C)C)C1